COC(=O)C1(C(C(CC1)CC1=CC=C(C=C1)Cl)(O)CN1N=CN=C1)C 2-((1H-1,2,4-triazol-1-yl)methyl)-3-(4-chlorobenzyl)-2-hydroxy-1-methylcyclopentane-1-carboxylic acid methyl ester